C(C)S(=O)(=O)C1=C(N=C2N1C=C(C=C2)I)C2=NC=1C(=NC=C(C1)C(F)(F)F)N2C 2-(3-ethylsulfonyl-6-iodoimidazo[1,2-a]pyridin-2-yl)-3-methyl-6-(trifluoromethyl)imidazo[4,5-b]pyridine